3-(((3S)-3-((2-(2,6-Dioxopiperidin-3-yl)-1-oxoisoindolin-5-yl)oxy)pyrrolidinyl)methyl)quinoline-2-carbonitrile O=C1NC(CCC1N1C(C2=CC=C(C=C2C1)O[C@@H]1CN(CC1)CC=1C(=NC2=CC=CC=C2C1)C#N)=O)=O